N'-(tert-butyldimethylsilyl)-6-((dimethylamino)methyl)pyridine-3-sulfonimidamide [Si](C)(C)(C(C)(C)C)N=S(=O)(N)C=1C=NC(=CC1)CN(C)C